C(#N)C1=C(C=C(C=C1)N1C(N(C(C1=O)(C)C)C1=CC(=C(C(=O)NC([2H])([2H])[2H])C=C1)F)S(=O)(=O)O)C(F)(F)F 4-{3-[4-cyano-3-(trifluoromethyl)phenyl]-5,5-dimethyl-4-oxo-2-sulfo-1-imidazolidinyl}-2-fluoro-N-trideuteromethylbenzamide